ClC=1C=C2C=C(NC2=CC1)CNC(N(C)[C@H]1CN(CCC1)C(=O)C1CC(C1)(C)O)=O (R)-3-((5-chloro-1H-indol-2-yl)methyl)-1-(1-(3-hydroxy-3-methylcyclobutane-1-carbonyl)piperidin-3-yl)-1-methylurea